NC=1C(=C(C=CC1F)NC(OC(C)(C)C)=O)Cl Tert-butyl (3-amino-2-chloro-4-fluorophenyl)carbamate